benzoic Acid Hexylester C(CCCCC)OC(C1=CC=CC=C1)=O